C(C)C(COCCOCC(CCCC)CC)CCCC 1,2-Bis((2-ethylhexyl)oxy)ethane